FC1([C@H]([C@@H](CCC1)NS(=O)(=O)C1=CC=C(C=C1)[N+](=O)[O-])O)F N-[(1R,2S)-3,3-difluoro-2-hydroxycyclohexyl]-4-nitrobenzenesulfonamide